C(C)(C)(C)OOC1=C(C(=C(C=C1)C(C)C)C(C)C)OOC(C)(C)C di(t-butylperoxy)diisopropylbenzene